4α-formyl-ergosta-7,24-dien C(=O)[C@H]1C2CC=C3[C@@H]4CC[C@H]([C@@H](CCC(=C(C)C)C)C)[C@]4(CC[C@@H]3[C@]2(CCC1)C)C